BrC1=CC=C(C(=O)N([C@H](CN2CCCC2)CC)C)C=C1 (S)-4-Bromo-N-methyl-N-(1-(pyrrolidin-1-yl)butan-2-yl)benzamide